N[C@H](C(=O)N[C@@H](C[C@H]1C(NCCC1)=O)C#N)CC1CC1 (S)-2-amino-N-((S)-1-cyano-2-((S)-2-oxopiperidin-3-yl)ethyl)-3-cyclopropylpropanamide